C(CCCCCCCCCCCCCCCCC)NC([C@@H](N)CC(C)C)=O N-octadecyl-L-leucinamide